C1(CC1)CN1C(=CC2=CC=CC=C12)C1=NC2=C(N1C)C(=CC(=C2)C(=O)N2C[C@@H]([C@@H](CC2)O)NC(OC(C)(C)C)=O)OC tert-butyl ((3S,4R)-1-(2-(1-(cyclopropylmethyl)-1H-indol-2-yl)-7-methoxy-1-methyl-1H-benzo[d]imidazole-5-carbonyl)-4-hydroxypiperidin-3-yl)carbamate